CC=1C(N(C=CC1)C(C)C)=O methyl-1-propan-2-ylpyridin-2-one